BrC1=C2CCN(CC2=CC(=C1)N)C 5-bromo-2-methyl-1,2,3,4-tetrahydroisoquinolin-7-amine